(R)-6-(4-fluorophenethyl)-2-isobutyl-4-(5-((4-methoxy-2,3-dihydro-1H-inden-1-yl)carbamoyl)thiophen-2-yl)-5-(5-methyl-1,3,4-oxadiazol-2-yl)nicotinamide FC1=CC=C(CCC2=NC(=C(C(=O)N)C(=C2C=2OC(=NN2)C)C=2SC(=CC2)C(N[C@@H]2CCC3=C(C=CC=C23)OC)=O)CC(C)C)C=C1